N-[(2S,3R,4R,6R)-3-methoxy-2-methyl-16-oxo-29-oxa-1,7,17-triazaoctacyclo[12.12.2.12,6.07,28.08,13.015,19.020,27.021,26]nonacosa-8,10,12,14,19,21,23,25,27-nonaen-4-yl]-N-methylbenzamide CO[C@H]1[C@]2(N3C4=CC=CC=C4C4=C5CNC(C5=C5C6=CC=CC=C6N([C@@H](C[C@H]1N(C(C1=CC=CC=C1)=O)C)O2)C5=C34)=O)C